8-methyl-2-(pyridin-2-ylmethyl)-N-[(2R/S)-tetrahydro-furan-2-ylmethyl]-4,5-dihydro-2H-furo[2,3-g]indazole-7-carboxamide CC1=C(OC=2CCC3=CN(N=C3C21)CC2=NC=CC=C2)C(=O)NC[C@@H]2OCCC2 |r|